SC(CC(=O)OCCCCCCC(C)C)C isononyl beta-mercaptobutyrate